NC1(CCCC1)CNC1=NC(=C2C(=N1)N(N=C2)C)NC2=CC=C(C=C2)C(F)(F)F 6-N-[(1-aminocyclopentyl)methyl]-1-methyl-4-N-[4-(trifluoromethyl)phenyl]pyrazolo[3,4-d]pyrimidine-4,6-diamine